Cyanomethyl [3-(trimethoxy silyl)propyl] trithiocarbonate C(SCC#N)(SCCC[Si](OC)(OC)OC)=S